5-chloro-1-((3R,4S)-3-methyl-1-(oxetan-3-yl)piperidin-4-yl)-1H-pyrazol-4-amine ClC1=C(C=NN1[C@@H]1[C@@H](CN(CC1)C1COC1)C)N